P(=O)(O)(O)O.N1=CC=CC=C1 Pyridine dihydrogen phosphate